(S)-8-(3-fluorophenyl)-3-(1-hydroxy-prop-2-yl)-6-(6-(trifluoromethyl)pyridin-3-yl)pyrido[3,4-d]pyrimidin-4(3H)-one FC=1C=C(C=CC1)C1=NC(=CC2=C1N=CN(C2=O)[C@H](CO)C)C=2C=NC(=CC2)C(F)(F)F